2-[3-(2,6-dibenzyloxy-3-pyridinyl)phenyl]-2,2-difluoro-ethanol C(C1=CC=CC=C1)OC1=NC(=CC=C1C=1C=C(C=CC1)C(CO)(F)F)OCC1=CC=CC=C1